tert-butyl 2-amino-3-methylbutyrate NC(C(=O)OC(C)(C)C)C(C)C